[(3aR,5R,6S,6aR)-6-Benzyloxy-5-(benzyloxy-methyl)-2,2-dimethyl-6,6a-dihydro-3aH-furo[2,3-d][1,3]dioxol-5-yl]methanol C(C1=CC=CC=C1)O[C@@H]1[C@](O[C@@H]2OC(O[C@@H]21)(C)C)(COCC2=CC=CC=C2)CO